N1-(2,6-diethylphenyl)-N2-((S)-4-methyl-1-oxo-1-(((S)-3-oxo-1-((S)-2-oxopyrrolidin-3-yl)-4-(trifluoromethoxy)butan-2-yl)amino)pentan-2-yl)oxalamide C(C)C1=C(C(=CC=C1)CC)NC(C(=O)N[C@H](C(N[C@@H](C[C@H]1C(NCC1)=O)C(COC(F)(F)F)=O)=O)CC(C)C)=O